C1(=CC=CC=C1)C=CC=CC=O 5-phenylpentane-2,4-dien-1-one